3-(but-3-enyl)-6-chloro-8-methylquinazolin-4(3H)-one C(CC=C)N1C=NC2=C(C=C(C=C2C1=O)Cl)C